COC(=O)C1=NC=2N(C(=C1)Cl)N=C(C2)C2=C(C=C(C=C2)Br)F 2-(4-bromo-2-fluorophenyl)-7-chloropyrazolo[1,5-a]pyrimidine-5-carboxylic acid methyl ester